O=C1C2CNCC12 6-oxo-3-azabicyclo[3.1.0]hexane